2,3-difluoro-N-(1-hydroxy-3-phenylpropan-2-yl)isonicotinamide FC=1C(=C(C(=O)NC(CO)CC2=CC=CC=C2)C=CN1)F